mercaptoethanol acrylate C(C=C)(=O)OC(C)S